(E)-methylacetanilide CCC(=O)NC1=CC=CC=C1